ethyl 2-[(2R)-2-[(tert-butoxycarbonyl)amino]-N-methyl-2-(2-methylphenyl)acetamido]acetate C(C)(C)(C)OC(=O)N[C@@H](C(=O)N(C)CC(=O)OCC)C1=C(C=CC=C1)C